CC1(OCC2=C(O1)C=CC(=C2)[C@@H]2CNC(O2)=O)C (R)-5-(2,2-dimethyl-4H-benzo[d][1,3]dioxin-6-yl)oxazolidine-2-one